C[C@H]1[C@@H]([C@H](C(=O)OC[C@@H](C(=O)O1)NC(=O)C2=C(C=CC=N2)O)CC3=CC=CC=C3)OC(=O)C(C)C The molecule is a lactone which is 9-methyl-1,5-dioxonane-2,6-dione substituted by a benzyl group at position 8, a [(3-hydroxy-pyridine-2-yl)carbonyl]amino group at position 3 and an isobutyryloxy group at position 7. It is isolated from the mycelia cake of Streptomyces sp. 517-02 and exhibits potent antifungal activity. It has a role as an antimicrobial agent, an antifungal agent and a bacterial metabolite. It is a lactone, a monohydroxypyridine, an aromatic amide and a monocarboxylic acid amide.